3-(6-(5,6-dimethoxy-1H-benzo[d]imidazol-1-yl)-3-(1-hydroxyethyl)pyridin-2-yl)benzonitrile COC1=CC2=C(N(C=N2)C2=CC=C(C(=N2)C=2C=C(C#N)C=CC2)C(C)O)C=C1OC